C(C)OC(C(C=1C=NC=CC1)C1=C(C2=C(NC(=N2)C(C2CCCCCCC2)N)C=C1)F)=O 2-{2-[amino(cyclooctyl)methyl]-4-fluoro-1H-benzoimidazol-5-yl}-2-(pyridin-3-yl)-acetic acid ethyl ester